ClC=1C=CC(=C(C1)C1=CC(=C(N=N1)N(C1COCC1)C)C(=O)OC(C)(C)C)F tert-butyl 6-(5-chloro-2-fluorophenyl)-3-[methyl(oxolan-3-yl)amino]pyridazine-4-carboxylate